trans-2-((4-(5-Methyl-4-phenyl-4H-1,2,4-triazol-3-yl)cyclohexyl)oxy)pyridin CC=1N(C(=NN1)[C@@H]1CC[C@H](CC1)OC1=NC=CC=C1)C1=CC=CC=C1